NC1=CC=C(C=N1)OC=1C=C(C=CC1)NC(=O)NC1=CC(=CC=C1)C#N 1-(3-((6-aminopyridin-3-yl)oxy)phenyl)-3-(3-cyanophenyl)urea